C(C)OC=1C=CC(=NC1)N1C(C(=CC=C1C)C(=O)NC1=CC(=C(C=C1)OC1=CC=NC2=CC(=CN=C12)OC)F)=O 1-(5-ethoxy-pyridin-2-yl)-N-[3-fluoro-4-[(7-methoxy-1,5-naphthyridin-4-yl)oxy]phenyl]-6-methyl-2-oxopyridine-3-carboxamide